C1=CC(=C(C=C1N)Cl)N.OS(=O)(=O)O The molecule is an arylammonium sulfate salt obtained by combining 2-chloro-1,4-phenylenediamine with one molar equivalent of sulfuric acid. It has a role as a dye. It contains a 2-chloro-1,4-phenylenediaminium.